Mono-hydroxy Alcohol OO